3-{5-(2-acryloylaminopyrimidin-4-yl)-4-[3-(2,5-difluoro-benzenesulfonylamino)-2-fluorophenyl]-thiazol-2-yl}-piperidine-1-carboxylic acid tert-butyl ester C(C)(C)(C)OC(=O)N1CC(CCC1)C=1SC(=C(N1)C1=C(C(=CC=C1)NS(=O)(=O)C1=C(C=CC(=C1)F)F)F)C1=NC(=NC=C1)NC(C=C)=O